[3,2':6',3''-terpyridine]-4'-carboxamide N1=CC(=CC=C1)C1=NC(=CC(=C1)C(=O)N)C=1C=NC=CC1